FC(OC1=CC=C(CC=2SC3=C(N2)C=CC(=C3)C(=O)N[C@@H](CO)C3=CC=C(C=C3)S(=O)(=O)CC)C=C1)F (R)-2-(4-(difluoromethoxy)benzyl)-N-(1-(4-(ethylsulfonyl)phenyl)-2-hydroxyethyl)benzo[d]thiazole-6-carboxamide